6-((3S,4S)-4-amino-3-methyl-2-oxa-8-azaspiro[4.5]decan-8-yl)-3-((2,3-dichlorophenyl)amino)-4-methyl-1,4-dihydro-5H-pyrazolo[3,4-b]pyrazin-5-one N[C@@H]1[C@@H](OCC12CCN(CC2)C=2C(N(C1=C(N2)NN=C1NC1=C(C(=CC=C1)Cl)Cl)C)=O)C